1,5-Pentandial C(CCCC=O)=O